(S)-2-(3-((3-hydroxyoxetan-3-yl)(4-methyl-4H-1,2,4-triazol-3-yl)methyl)phenyl)-6-(((1-methylcyclobutyl)amino)methyl)-4-(trifluoromethyl)isoindolin-1-one OC1(COC1)[C@@H](C=1C=C(C=CC1)N1C(C2=CC(=CC(=C2C1)C(F)(F)F)CNC1(CCC1)C)=O)C1=NN=CN1C